6-(2,7-Dimethyl-2H-indazol-5-yl)-N-(2,2-dimethylpiperidin-4-yl)-N-methyl-1,3-benzothiazol-2-amin-Hydrochlorid Cl.CN1N=C2C(=CC(=CC2=C1)C1=CC2=C(N=C(S2)N(C)C2CC(NCC2)(C)C)C=C1)C